OCCCCCCOC=1C=C2C=CC(=CC2=CC1)C(=O)O 6-(6-hydroxyhexyloxy)naphthalene-2-carboxylic acid